tert-Butyl (4-(((3-methylpyridin-2-yl)methyl)amino)butyl)carbamate CC=1C(=NC=CC1)CNCCCCNC(OC(C)(C)C)=O